O1COC2=C1C=CC=C2CN2[C@H](C[C@@H](C2)F)C(=O)NC2=CC=C(C=C2)C=2OC=CN2 (2R,4S)-1-(benzo[d][1,3]dioxol-4-ylmethyl)-4-fluoro-N-(4-(oxazol-2-yl)phenyl)pyrrolidine-2-carboxamide